ClC=1C2=CN(N=C2C=C(C1)C#C[Si](C(C)C)(C(C)C)C(C)C)C(CC#C)C1=C(C=CC(=C1)F)F 4-Chloro-2-(1-(2,5-difluorophenyl)but-3-yn-1-yl)-6-((triisopropylsilyl)ethynyl)-2H-Indazole